5-(2,4-difluorophenyl)-1-((3-fluorophenyl)sulfonyl)-4-methoxy-1H-pyrrole FC1=C(C=CC(=C1)F)C1=C(C=CN1S(=O)(=O)C1=CC(=CC=C1)F)OC